4-[5-(2-aminoethyl)pyridin-2-yl]-3-[[4-(4-fluorophenyl)-2-methylimidazol-1-yl]methyl]benzonitrile NCCC=1C=CC(=NC1)C1=C(C=C(C#N)C=C1)CN1C(=NC(=C1)C1=CC=C(C=C1)F)C